C(C)C1=NN=C2N1C1=C(C(=C(C=C1NC2(C)C)F)C=2C=CC=C1C(=CNC21)C#N)F 7-(1-ethyl-7,9-difluoro-4,4-dimethyl-5H-[1,2,4]triazolo[4,3-a]quinoxalin-8-yl)-1H-indole-3-carbonitrile